5α-cholest-8,24-dien-3β-ol CC(C)=CCC[C@@H](C)[C@H]1CC[C@H]2C=3CC[C@H]4C[C@H](CC[C@]4(C)C3CC[C@]12C)O